OC(=O)C(F)(F)F.O=C(/C=C/C1=CC=C(C(=O)OC)C=C1)N1CC(C1)CN(C(C(F)(F)F)=O)C1C(C1)C1=CC=C(C=C1)F methyl (E)-4-(3-oxo-3-(3-((2,2,2-trifluoro-N-(2-(4-fluorophenyl)cyclopropyl)acetamido)methyl)azetidin-1-yl)prop-1-en-1-yl)benzoate TFA salt